1-(2-cyclohexyl-1-phenylethyl)-3,5-bis(trifluoromethyl)benzene C1(CCCCC1)CC(C1=CC=CC=C1)C1=CC(=CC(=C1)C(F)(F)F)C(F)(F)F